ethyl 2-(5-(2-(dimethylamino)ethyl)-3-methyl-2-oxopyridin-1(2H)-yl)-4-methylpentanoate CN(CCC=1C=C(C(N(C1)C(C(=O)OCC)CC(C)C)=O)C)C